[N+](=O)([O-])C1=CC=2C(N3[C@@H](COC2N=C1)C[C@H](C3)CC(=O)O)=O.S3C(=NC=C3)C=3C=C(N)C=CC3 3-(1,3-thiazol-2-yl)aniline (8S,9aR)-3-nitro-5-oxo-8,9,9a,10-tetrahydro-5H,7H-pyrido[3,2-f]pyrrolo[2,1-c][1,4]oxazepin-8-yl-acetate